(R)-6-chloro-3-((1-(2-cyano-7-methyl-3-(1-oxa-8-azaspiro[4.5]decan-8-yl)quinoxalin-5-yl)ethyl)amino)picolinic acid ClC1=CC=C(C(=N1)C(=O)O)N[C@H](C)C1=C2N=C(C(=NC2=CC(=C1)C)C#N)N1CCC2(CCCO2)CC1